OC1=C(C=CC=C1)C1=CC(=CC=C1)O 2,3'-dihydroxybiphenyl